N1N=CN=C1[C@@H]1CN(CC1)C(=O)N1CC2(C1)CC(C2)CC=2C=NC(=NC2)C(F)(F)F [(3S)-3-(1H-1,2,4-Triazol-5-yl)pyrrolidin-1-yl]-[6-[[2-(trifluoromethyl)pyrimidin-5-yl]methyl]-2-azaspiro[3.3]heptan-2-yl]methanone